3-fluoro-N-((6-(isoxazol-3-ylmethoxy)-1H-indol-2-yl)methyl)pyrrolidine-1-carboxamide FC1CN(CC1)C(=O)NCC=1NC2=CC(=CC=C2C1)OCC1=NOC=C1